S1C(=CC=C1)C=1C(C2=CC(=C(C(=C2C1)C1=CC=CC=C1)C)C)[Zr] [2-(2-thienyl)-4-phenyl-5,6-dimethyl-1-indenyl]zirconium